C(C(C)C)C1OC(OC(O1)CC(C)C)CC(C)C 2,4,6-tri(isobutyl)-1,3,5-trioxane